(3R,6S,7R)-N-(2,4-difluorobenzyl)-12-hydroxy-6-methoxy-3-methyl-1,11-dioxo-1,4,5,6,7,11-hexahydro-3H-2,7-methanopyrido[1,2-a][1,4]diazonine-10-carboxamide FC1=C(CNC(=O)C=2C(C(=C3N([C@H]4[C@H](CC[C@H](N(C3=O)C4)C)OC)C2)O)=O)C=CC(=C1)F